bis(3-trimethoxysilylpropyl)ethylenediamine CO[Si](CCCNCCNCCC[Si](OC)(OC)OC)(OC)OC